C(C)C=1C(=C(C(=O)OCOC)C(=C(C1O)C)OC)C Methoxymethyl 3-ethyl-4-hydroxy-6-methoxy-2,5-dimethylbenzoate